COC=1C(=C(C(=O)N)C=CN1)C 2-methoxy-3-methylisonicotinamide